BrC1=CC=C(C(=N1)C)O[C@@H]1C[C@H](CCC1)C(=O)O (1S,3S)-3-((6-bromo-2-methylpyridin-3-yl)oxy)cyclohexane-1-carboxylic acid